4-[(1S,3R,4S,5R)-5-{[4-cyclopropyl-1-(2,6-dichlorophenyl)-1H-pyrazol-5-yl]methoxy}-3-ethyl-2-azabicyclo[2.2.1]heptan-2-yl]-2-fluorobenzoic acid C1(CC1)C=1C=NN(C1CO[C@H]1[C@@H]2[C@H](N([C@H](C1)C2)C2=CC(=C(C(=O)O)C=C2)F)CC)C2=C(C=CC=C2Cl)Cl